[7-[[5-(trifluoromethyl)-1H-pyrazol-3-yl]methyl]-2,7-diazaspiro[3.5]nonan-2-yl]-[6-[3-(trifluoromethyl)-1,2,4-triazol-1-yl]-2-azaspiro[3.3]heptan-2-yl]methanone FC(C1=CC(=NN1)CN1CCC2(CN(C2)C(=O)N2CC3(C2)CC(C3)N3N=C(N=C3)C(F)(F)F)CC1)(F)F